CC1(OB(OC1(C)C)C1=CC=2C3=CC=CC=C3C3=CC=CC=C3C2C=C1)C 4,4,5,5-tetramethyl-2-(triphenylen-2-yl)-1,3,2-dioxaborolane